FC=1C=C(C=C(C1)F)[C@H]1CCC=2N1C=C(N2)NC([C@H](C)N2CC(C(CC2)(F)F)C2=CNC(C(=C2)C(CO)O)=O)=O (2S)-N-((R)-5-(3,5-difluorophenyl)-6,7-dihydro-5H-pyrrolo[1,2-a]imidazol-2-yl)-2-(3-(5-(1,2-dihydroxyethyl)-6-oxo-1,6-dihydropyridin-3-yl)-4,4-difluoropiperidin-1-yl)propanamide